N-(4-(difluoromethoxy)-3-fluorophenyl)-2,3,4,5,6-pentafluorobenzenesulfonamide FC(OC1=C(C=C(C=C1)NS(=O)(=O)C1=C(C(=C(C(=C1F)F)F)F)F)F)F